N-(5-chloro-2-ethoxybenzyl)azetidin-3-amine ClC=1C=CC(=C(CNC2CNC2)C1)OCC